N'-{9-[7-hydroxy-1-(hydroxymethyl)-2,5-dioxabicyclo[2.2.1]hept-3-yl]-6-oxo-6,9-dihydro-1H-purin-2-yl}-N,N-dimethylformimidamide OC1C2(OC(C1OC2)N2C=1N=C(NC(C1N=C2)=O)N=CN(C)C)CO